NC=1C=CC(=C2CN(C(C12)=O)CC(=C)C#N)C=1C=C(C=CC1)C(N)=N 3-[7-amino-2-(2-cyano-2-methylideneethyl)-1-oxo-2,3-dihydro-1H-isoindol-4-yl]benzene-1-carboximidamide